(S)-quinuclidin-3-yl (2,2-dimethyl-7-(3-(trifluoromethyl)phenyl)-1,2,3,4-tetrahydronaphthalen-1-yl)carbamate CC1(C(C2=CC(=CC=C2CC1)C1=CC(=CC=C1)C(F)(F)F)NC(O[C@@H]1CN2CCC1CC2)=O)C